N(=C=O)C(C(=O)OCC)C ethyl α-isocyanatopropionate